butyl (2-((4-(7-(6-aminopyridin-3-yl)-2,3,4,5-tetrahydrobenzo[f][1,4]oxazepine-4-carbonyl)-3-methylphenyl)sulfonyl)ethyl)carbamate NC1=CC=C(C=N1)C=1C=CC2=C(CN(CCO2)C(=O)C2=C(C=C(C=C2)S(=O)(=O)CCNC(OCCCC)=O)C)C1